(R)-(S)-2-(2,6-Dimethoxy-pyrimidin-4-yl)-4-{5-[(R)-(1,3-dimethyl-azetidin-3-yl)-hydroxy-(4-isopropyl-phenyl)-methyl]-pyridin-3-yl}-but-3-yn-2-ol COC1=NC(=CC(=N1)[C@@](C)(C#CC=1C=NC=C(C1)[C@](C1=CC=C(C=C1)C(C)C)(O)C1(CN(C1)C)C)O)OC